COC(=O)C=1C=CC=C2C=CC=C(C12)NNC(=O)OCC1=CC=CC=C1 Benzyl 2-(8-(methoxycarbonyl)naphthalen-1-yl)hydrazine-1-carboxylate